2-(3-methoxyazetidin-1-yl)benzaldehyde COC1CN(C1)C1=C(C=O)C=CC=C1